NCC1=CC(=CN=N1)C1(CC1)S(=O)(=O)N [6-(aminomethyl)pyridazin-4-yl]cyclopropanesulfonamide